C12CN(CC(CC1)N2)C=2OC1=C(N2)C(=CC=C1C=1SC=CN1)C(C(F)F)O 1-(2-(3,8-diazabicyclo[3.2.1]octan-3-yl)-7-(thiazol-2-yl)benzo[d]oxazol-4-yl)-2,2-difluoroethan-1-ol